BrC1=CC=2N(C=C1)N=CC2C=2CCOCC2 5-bromo-3-(3,6-dihydro-2H-pyran-4-yl)pyrazolo[1,5-a]pyridine